3-(1'-Acetyl-7-Oxo-5,7-Dihydro-2H,6H-Spiro[Furo[2,3-f]Isoindole-3,4'-Piperidin]-6-Yl)Piperidine-2,6-Dione C(C)(=O)N1CCC2(CC1)COC1=CC=3C(N(CC3C=C12)C1C(NC(CC1)=O)=O)=O